di-tert-butyl (2-methylenepropane-1,3-diyl) bis(carbonate) C(OC(C)(C)C)(OCC(COC(OC(C)(C)C)=O)=C)=O